C(C)(C)(C)OC(=O)N1C[C@H](C([C@H](C1)C)(F)F)CCCOC=1C=C(C=C2C=C(C(N(C12)C)=O)OCC(=O)NC)N (3R,5S)-3-[3-[[6-amino-1-methyl-3-[2-(methylamino)-2-oxo-ethoxy]-2-oxo-8-quinolinyl]oxy]propyl]-4,4-difluoro-5-methyl-piperidine-1-carboxylic acid tert-butyl ester